O1COCC2=C1C=CC(=C2)C(N2CC1(C2)CCNCC1)C1=CC2=C(OCOC2)C=C1 2-(Bis(4H-benzo[d][1,3]dioxin-6-yl)methyl)-2,7-diazaspiro[3.5]nonane